CC1=NC=CC(=C1)C=1C=2N(C(=NC1C1=CC=CC=C1)N)C=CN2 8-(2-methylpyridin-4-yl)-7-phenylimidazo[1,2-c]pyrimidin-5-amine